5-bromo-2-hydroxy-4-((2-methoxyethoxy)methoxy)benzaldehyde BrC=1C(=CC(=C(C=O)C1)O)OCOCCOC